ClC=1C=C(CNCCCCOCCOC2=NC=3C=C(C=CC3C3=C2NN=C3)C(=O)O)C=C(C1Cl)OC(F)(F)F 4-(2-(4-((3,4-Dichloro-5-(trifluoromethoxy)benzyl)amino)butoxy)ethoxy)-3H-pyrazolo[3,4-c]quinoline-7-carboxylic acid